FC1(C(C2=C(C=CC(=C2C1)OC1(CCC1)C#N)SC(F)(F)F)O)F ((2,2-difluoro-1-hydroxy-7-(trifluoromethylsulfanyl)-2,3-dihydro-1H-inden-4-yl)oxy)cyclobutane-1-carbonitrile